N'-(2-chloro-4-hydroxy-phenyl)-4-[[1-(6-cyanopyridazin-3-yl)-3,3-dimethyl-4-piperidyl]amino]-6-(4-pyridyl)pyrrolo[1,2-b]pyridazine-3-carboxamidine ClC1=C(C=CC(=C1)O)N=C(N)C1=C(C=2N(N=C1)C=C(C2)C2=CC=NC=C2)NC2C(CN(CC2)C=2N=NC(=CC2)C#N)(C)C